FC=1C=C(C#N)C=CC1OCCOC1=CC(=NC=C1)N1C(=NN=C1)C 3-fluoro-4-(2-((2-(3-methyl-4H-1,2,4-triazol-4-yl)pyridin-4-yl)oxy)ethoxy)benzonitrile